4-((tert-butoxycarbonyl)(methyl)amino)-4-methylpiperidine-1-carboxylic acid benzyl ester C(C1=CC=CC=C1)OC(=O)N1CCC(CC1)(C)N(C)C(=O)OC(C)(C)C